4-methoxy-3-(methoxymethoxy)benzaldehyde COC1=C(C=C(C=O)C=C1)OCOC